4-acryloxyoxy-4'-bromobenzophenone C(C=C)(=O)OOC1=CC=C(C(=O)C2=CC=C(C=C2)Br)C=C1